[O-2].[O-2].[O-2].[Al+3].[Nd+3] Neodymium Monoaluminum trioxide